ClC1=C(C(NCC2=CC=C(C=C2)OC)=S)C(=CC=C1)Cl 2,6-dichloro-N-(4-methoxybenzyl)benzothioamide